4-(tert-butyl)-N-fluoro-N-(4-methylpentyl)benzenesulfonamide C(C)(C)(C)C1=CC=C(C=C1)S(=O)(=O)N(CCCC(C)C)F